N1=CC=C(C=C1)CC1=CC=C(C=C1)NC(OCC1=CN=CO1)=O oxazol-5-ylmethyl (4-(pyridin-4-ylmethyl)phenyl)carbamate